1-(2-methoxyphenyl)ethane COC1=C(C=CC=C1)CC